2-(2,6-dioxo-3-piperidinyl)-4-[2-(4-piperidinyl)ethyl]isoindoline-1,3-dione O=C1NC(CCC1N1C(C2=CC=CC(=C2C1=O)CCC1CCNCC1)=O)=O